ClC1=C(C=C(OCC(=O)NC23CC(C2)(C3)NC(COCCC3=CC(=CC=C3)F)=O)C=C1)F 2-(4-chloro-3-fluorophenoxy)-N-(3-{2-[2-(3-fluorophenyl)ethoxy]acetylamino}-bicyclo[1.1.1]pentan-1-yl)acetamide